methyl 1-(2,6-dichloro-7-(2-cyano-3-((4-methoxybenzyl)amino)-5-methyl-6-(trifluoromethyl)phenyl)-8-fluoroquinazolin-4-yl)azepane-4-carboxylate ClC1=NC2=C(C(=C(C=C2C(=N1)N1CCC(CCC1)C(=O)OC)Cl)C1=C(C(=CC(=C1C(F)(F)F)C)NCC1=CC=C(C=C1)OC)C#N)F